FC([C@H](O)[C@H]1N(CCC1)C(=O)OC(C)(C)C)(F)F tert-butyl (S)-2-((R)-2,2,2-trifluoro-1-hydroxyethyl)pyrrolidine-1-carboxylate